C(C)(=O)OC(C)C1=CC=2N(C3=CC=CC=C3SC2C=C1)CC1=CC=CC=C1 2-(1-acetoxyethyl)-10-benzyl-10H-phenothiazine